ClC1=NN=C2N1C1=CC=CC=C1C(=N2)N(C)C2=CC(=CC(=C2)F)C2=NC=C(N=C2)C2CC2 chloro-N-(3-(5-cyclopropylpyrazin-2-yl)-5-fluorophenyl)-N-methyl-[1,2,4]triazolo[4,3-a]quinazolin-5-amine